C(C1=CC=CC=C1)(=O)O.C(C1=CC=CC=C1)(=O)O benzoic acid (benzoate)